2-[4-(2-Amino-[1,2,4]triazolo[1,5-a]pyridin-7-yl)pyrazol-1-yl]-N-[4-(3-hydroxypropyl)phenyl]acetamide NC1=NN2C(C=C(C=C2)C=2C=NN(C2)CC(=O)NC2=CC=C(C=C2)CCCO)=N1